3-((3-iodo-7-methoxyimidazo[1,2-a]pyridin-6-yl)sulfonyl)propan-1-ol IC1=CN=C2N1C=C(C(=C2)OC)S(=O)(=O)CCCO